(3S)-N-[2-fluoro-4-methyl-5-(4,4,5,5-tetramethyl-1,3,2-dioxaborolan-2-yl)phenyl]-3-(2,2,2-trifluoroethyl)pyrrolidine-1-carboxamide FC1=C(C=C(C(=C1)C)B1OC(C(O1)(C)C)(C)C)NC(=O)N1C[C@@H](CC1)CC(F)(F)F